(S)-N-[2-(2-Methyl-7,8-dihydro-6H-indeno[5,4-d][1,3]oxazol-8-yl)ethyl]propionamid CC=1OC2=C(N1)C=CC=1CC[C@H](C12)CCNC(CC)=O